FC=1C=C2C(C(=CN(C2=NC1N1CC(C1)OCCCO)C1=NC(=NS1)C=1C=NC=CC1)C(=O)O)=O 6-fluoro-7-[3-(3-hydroxypropoxy)azetidin-1-yl]-4-oxo-1-[3-(pyridin-3-yl)-1,2,4-thiadiazol-5-yl]1,4-dihydro-1,8-naphthyridine-3-carboxylic acid